sodium (tert-butyloxycarbonyl)-7-(3-phenylpropyl)-5,6,7,8-tetrahydro-1,6-naphthyridine-2-sulfonate C(C)(C)(C)OC(=O)C=1C(=NC=2CC(NCC2C1)CCCC1=CC=CC=C1)S(=O)(=O)[O-].[Na+]